O=CC(C[C@H](N)C(=O)O)C 5-oxo-L-leucine